R-1-isopropylamino-3-(4-fluoro-1-naphthoxy)-2-propanol C(C)(C)NC[C@H](COC1=CC=C(C2=CC=CC=C12)F)O